C(C)(C)(C)OC(=O)NC1=CC(=C(C2=C1C=CO2)C)C(=O)OC methyl 4-((tert-butyloxycarbonyl)amino)-7-methylbenzofuran-6-carboxylate